(5-chloro-3-methylpyrazin-2-yl)propan-2-ol ClC=1N=C(C(=NC1)CC(C)O)C